rac-(2R,3S,4S,5R)-4,5-dimethyl-3-(2-methyl-3-(trifluoromethyl)phenyl)-5-(trifluoromethyl)tetrahydrofuran-2-carboxylic acid C[C@H]1[C@H]([C@@H](O[C@]1(C(F)(F)F)C)C(=O)O)C1=C(C(=CC=C1)C(F)(F)F)C |r|